2-nitro-5-vinylbenzenecarbonitrile [N+](=O)([O-])C1=C(C=C(C=C1)C=C)C#N